COC=1C=NN(C1)C1(CN(C1)C=1C=2N(C=CC1)N=C(N2)NC=2C=NNC2)CC#N 2-[3-(4-methoxypyrazol-1-yl)-1-[2-(1H-pyrazol-4-ylamino)-[1,2,4]triazolo[1,5-a]pyridin-8-yl]azetidin-3-yl]acetonitrile